4-(5-fluoro-4-(4-(methoxymethyl)phenyl)pyrimidin-2-yl)-3-isopropyl-N-(4-methyl-1-azabicyclo[3.2.2]non-4-yl)piperazine-1-carboxamide FC=1C(=NC(=NC1)N1C(CN(CC1)C(=O)NC1(CCN2CCC1CC2)C)C(C)C)C2=CC=C(C=C2)COC